3,3',5,5'-tetra(4-carboxyphenyl)-4,4'-biphenyldiamine C(=O)(O)C1=CC=C(C=C1)C=1C=C(C=C(C1N)C1=CC=C(C=C1)C(=O)O)C1=CC(=C(C(=C1)C1=CC=C(C=C1)C(=O)O)N)C1=CC=C(C=C1)C(=O)O